rac-4-(5-azaspiro[2.5]oct-5-yl)azepane-1-carboxylic acid tert-butyl ester C(C)(C)(C)OC(=O)N1CC[C@@H](CCC1)N1CC2(CC2)CCC1 |r|